CC(C)C12CC(C1)C2 3-(propan-2-yl)bicyclo[1.1.1]pentan